1-ethyl-n-butyl-1,3-propanediol C(C)C(CCC)C(CCO)O